BrC1=CC=C2CN(C(C2=C1)=O)C(C(=O)O)C1=C(C=CC=C1)OC 2-(6-bromo-1-oxoisoindol-2-yl)-2-(2-methoxyphenyl)acetic acid